C(CCCCCCC)P(CCCCCCCC)(CCCCCCCC)=[Te] Trioctyl-phosphine telluride